(3-(5-(tert-butyl)pyrazin-2-yl)phenyl)-8-chloro-N-methyl-[1,2,4]triazolo[4,3-a]quinazolin-5-amine C(C)(C)(C)C=1N=CC(=NC1)C=1C=C(C=CC1)C1=NN=C2N1C1=CC(=CC=C1C(=N2)NC)Cl